CC1=CC=C(C=C1)OO[SH4]N1C=C(C=2C1=NC=C(C2)C2=CC=C(C=C2)N2CCN(CC2)C)C=2C=NN(C2)C 1-[(4-methylphenyl)dioxy-λ6-sulfanyl]-5-[4-(4-methylpiperazine-1-yl)phenyl]-3-(1-methylpyrazol-4-yl)pyrrolo[2,3-b]pyridine